iodobutyl ether ICCCCOCCCCI